ClC=1C=C(C=CC1C(F)(F)F)N1CC2=C(C=CC=C2CC1)C N-(3-Chloro-4-(trifluoromethyl)phenyl)-8-methyl-3,4-dihydroisoquinoline